ClC=1C=C(C=CC1C1(CCCC1)C#N)NC(C(C1=CC=C(C=C1)OC)NC(=O)C1CNC(C1)=O)=O N-(2-((3-chloro-4-(1-cyanocyclopentyl)phenyl)amino)-1-(4-methoxyphenyl)-2-oxoethyl)-5-oxopyrrolidine-3-carboxamide